C(C)(C)C1=C(C(=CC(=C1)C(C)C)C(C)C)N=C=NC1=C(C=C(C=C1C(C)C)C(C)C)C(C)C N,N'-bis(2,4,6-triisopropylphenyl)carbodiimide